ClC1=C(C=CC(=C1)Cl)CN1N=C(C2=CC=CC=C12)C(=O)NC1=C(C=C(C=C1)F)F 1-[(2,4-dichlorophenyl)methyl]-N-(2,4-difluorophenyl)indazole-3-carboxamide